tri(pyrrolyl)vinylsilane N1C(=CC=C1)C(=C(C=1NC=CC1)C=1NC=CC1)[SiH3]